2-(3-chlorophenyl)-2-cyano-N-(6-(((6-cyclopropylimidazo[1,2-a]pyridin-2-yl)methyl)amino)pyrimidin-4-yl)cyclopropane-1-carboxamide ClC=1C=C(C=CC1)C1(C(C1)C(=O)NC1=NC=NC(=C1)NCC=1N=C2N(C=C(C=C2)C2CC2)C1)C#N